CC1OC=CC1=O methyl-3(2H)-furanon